N-(2-aminoethoxy)-2-chloro-4-[[3-[1-(cyanomethyl)-3-(trifluoromethyl)pyrazol-4-yl]imidazo[1,2-a]pyrazin-8-yl]amino]benzamide formate C(=O)O.NCCONC(C1=C(C=C(C=C1)NC=1C=2N(C=CN1)C(=CN2)C=2C(=NN(C2)CC#N)C(F)(F)F)Cl)=O